ClC=1C=C2C(=CC=NC2=CN1)OC1=C(C=C(C=C1)NC(=O)C=1C=NC(=C(C1O)C1=CC=C(C=C1)F)C)F N-[4-[(6-Chloro-1,7-naphthyridin-4-yl)oxy]-3-fluorophenyl]-5-(4-fluorophenyl)-4-hydroxy-6-methylpyridine-3-carboxamide